CN1N=CC=2C(=NC(=CC21)C(=O)OC)C=2N(C=C(N2)C2=CC(=NN2C[C@H]2OCC2)C)C methyl 1-methyl-4-[1-methyl-4-(3-methyl-1-{[(2S)-oxetan-2-yl] methyl}-1H-pyrazol-5-yl)-1H-imidazol-2-yl]-1H-pyrazolo[4,3-c]pyridine-6-carboxylate